NC1=NC=C(C=C1O[C@H](C)C=1C=C(C=CC1)NC(=O)C1=CC=C2CCN(C2=C1)C)Cl (R)-N-(3-(1-((2-amino-5-chloropyridin-3-yl)oxy)ethyl)phenyl)-1-methylindoline-6-carboxamide